1-bromobenzo[4,5]thiochromene BrS1CC=CC2=CC=C3C(=C12)C=CC=C3